C(C)N1C(=NC(=C1)C)C 1-ethyl-2,4-dimethylimidazole